C(C)(C)(C)C1=CC=C(C=C1)N1C(=NC2=C1C1=CC=C(C=C1C=1C=C(C=CC12)C1=CC=NC=C1)C1=CC=NC=C1)C1=CC=C(C=C1)C1=CC=NC=C1 1-[4-(tert-Butyl)phenyl]-6,9-di(pyridin-4-yl)-2-[4-(pyridin-4-yl)phenyl]-1H-phenanthro[9,10-d]imidazole